C(C)(C)(C)OC(=O)N1C[C@@H]2N(CC[C@@H]2[C@@H]1C)CC1=CC=CC=C1 |r| Rac-(3aR,4S,6aR)-1-benzyl-4-methylhexahydropyrrolo[3,4-b]pyrrole-5(1H)-carboxylic acid tert-butyl ester